methyl 2,6-dichloropyridine-4-carboxylate ClC1=NC(=CC(=C1)C(=O)OC)Cl